carvacrol eugenyl-oxyacetate C1(=C(OC)C=C(CC=C)C=C1)OCC(=O)OC1=CC(=CC=C1C)C(C)C